7-CHLORO-3-FORMYLCHROMONE ClC1=CC=C2C(C(=COC2=C1)C=O)=O